N-cyclopropylcarbonyl-cysteine C1(CC1)C(=O)N[C@@H](CS)C(=O)O